NC1=CC(=NC(=N1)NC1=C(C=CC=C1)O)C(=O)NC1CC2=CC=CC=C2CC1 6-amino-2-((2-hydroxyphenyl)amino)-N-(1,2,3,4-tetrahydronaphthalen-2-yl)pyrimidine-4-carboxamide